C1(=C(C=CC=C1)C(=O)N1CC2=C(CC1)C=C(S2)C2=NOC(=N2)C(F)(F)F)C o-tolyl(2-(5-(trifluoromethyl)-1,2,4-oxadiazol-3-yl)-4,7-dihydrothieno[2,3-c]pyridin-6(5H)-yl)methanone